N-((4-(3-fluoro-4-(trifluoromethoxy)phenyl)-4,5,6,7-tetrahydropyrazolo[1,5-a]pyrimidin-6-yl)methyl)acrylamide FC=1C=C(C=CC1OC(F)(F)F)N1C=2N(CC(C1)CNC(C=C)=O)N=CC2